isoflavane O1CC(CC2=CC=CC=C12)C1=CC=CC=C1